FC(C(=O)O)(F)F.CN(C)CC(COCCCCCCCCC=CCCCCCCCC)OCCCCCCCCC=CCCCCCCCC N,N-dimethyl-2,3-bis(9-octadecenyloxy)-1-propylamine trifluoroacetate